ClC1=CC(=C(C=C1)N1C(N2[C@@H](CN(CC2)C=2C(=NC(=CC2)C=2C(=NC=CC2)OCC)C(=O)NCCOC)C1)=O)C(F)(F)F 3-[(8aS)-2-[4-chloro-2-(trifluoromethyl)phenyl]-3-oxo-5,6,8,8a-tetrahydro-1H-imidazo[1,5-a]pyrazin-7-yl]-6-(2-ethoxypyridin-3-yl)-N-(2-methoxyethyl)pyridine-2-carboxamide